(2S,3S,4S,5R)-4-[[3-(4-fluoro-2-hydroxy-phenyl)-4,5-dimethyl-5-(trifluoromethyl)tetrahydrofuran-2-carbonyl]amino]pyridine-2-carboxamide FC1=CC(=C(C=C1)[C@H]1[C@H](O[C@]([C@H]1C)(C(F)(F)F)C)C(=O)NC1=CC(=NC=C1)C(=O)N)O